bis(1,1-dimethyl-2-propynyloxy)methylvinylsilane CC(C#C)(OC(OC(C#C)(C)C)C=C[SiH3])C